3-(methylcyclohexyl)aminobutane-1-sulfonic acid CC1(CCCCC1)NC(CCS(=O)(=O)O)C